C1(CCCCC1)NC[Si](OC)(OC)OC N-cyclohexylaminomethyl-trimethoxysilane